ClC=1C=C(C=CC1)NNC(=O)C=1C=C2C=CC(OC2=CC1)(C)C N'-(3-chlorophenyl)-2,2-dimethyl-2H-chromene-6-carbohydrazide